bicyclo[2.2.2]octan-1-yl-methanol C12(CCC(CC1)CC2)CO